1,4-Dibromo-2,5-dicyclohexylbenzene BrC1=C(C=C(C(=C1)C1CCCCC1)Br)C1CCCCC1